1,1-bis[2-(4-dimethylaminophenyl)-2-(4-methoxyphenyl)ethenyl]-4,5,6,7-tetrachloro-(3H)isobenzofuran-3-one CN(C1=CC=C(C=C1)C(=CC1(OC(C2=C(C(=C(C(=C12)Cl)Cl)Cl)Cl)=O)C=C(C1=CC=C(C=C1)N(C)C)C1=CC=C(C=C1)OC)C1=CC=C(C=C1)OC)C